CC1(N(CCC1)CCNC(=O)C=1C=C(C(=NC1)C)NC(=O)C=1C=NN2C1SC(=C2)C2=NN(C=C2)C)C N-(5-((2-(2,2-dimethylpyrrolidin-1-yl)ethyl)carbamoyl)-2-methylpyridin-3-yl)-2-(1-methyl-1H-pyrazol-3-yl)pyrazolo[5,1-b]thiazole-7-carboxamide